4-fluoro-N-[(1s,4s)-4-{[2-(trifluoromethyl)quinazolin-4-yl]amino}cyclohexyl]benzamide Ethyl-3-(aminomethyl)-5-(phenoxymethyl)-4,5-dihydroisoxazole-5-carboxylate hydrochloride Cl.C(C)OC(=O)C1(CC(=NO1)CN)COC1=CC=CC=C1.FC1=CC=C(C(=O)NC2CCC(CC2)NC2=NC(=NC3=CC=CC=C23)C(F)(F)F)C=C1